NC1=C(C=C(C(=O)NC=2C(N(C=CC2)C(C(=O)NN(CC(=O)OCC)C(CF)=O)C(C)C)=O)C=C1)Cl ethyl N-(2-(3-(4-amino-3-chlorobenzamido)-2-oxopyridin-1(2H)-yl)-3-methylbutanamido)-N-(2-fluoroacetyl)glycinate